(5-chloro-1-cyclopropyl-7-(pyrrolidin-1-ylmethyl)-1H-pyrazolo[4,3-b]pyridin-3-yl)isoindoline-1,3-dione ClC1=CC(=C2C(=N1)C(=NN2C2CC2)N2C(C1=CC=CC=C1C2=O)=O)CN2CCCC2